CS(=O)(=O)[O-].C(CCC)[NH+]1C(CCCC1)CCC 1-Butyl-2-propylpiperidinium methansulfonat